(R)-8-(5-Cyclohexylthiazol-2-yl)-9-oxooctahydro-2H-pyrazino[1,2-a]pyrazin C1(CCCCC1)C1=CN=C(S1)N1C([C@@H]2N(CCNC2)CC1)=O